C(C)OC(=O)C=1C=2N(C=CC1Cl)C(=NC2Br)C2=CC(=CC=C2)S(=O)(=O)C 1-Bromo-7-chloro-3-(3-(methylsulfonyl)phenyl)imidazo[1,5-a]pyridine-8-carboxylic acid ethyl ester